(R)-5,8-dichloro-7-(methoxy(oxetan-3-yl)methyl)-2-((4-methoxy-6-methyl-2-oxo-1,2-dihydropyridin-3-yl)methyl)-3,4-dihydroisoquinolin-1(2H)-one ClC1=C2CCN(C(C2=C(C(=C1)[C@@H](C1COC1)OC)Cl)=O)CC=1C(NC(=CC1OC)C)=O